N1N=CC(=C1)CCNC1=NC(=NC(=C1C)C)C(=O)NC(C)(C)C1=CC=C(C=C1)F 4-((2-(1H-pyrazol-4-yl)ethyl)amino)-N-(2-(4-fluorophenyl)propan-2-yl)-5,6-dimethylpyrimidine-2-carboxamide